4-formyl-5-methyl-1,3-dioxol-2-one C(=O)C=1OC(OC1C)=O